1-{5-[4-(trifluoromethyl)phenyl]-1H-imidazol-2-yl}methanamine tert-butyl-({5-[4-(trifluoromethyl)phenyl]-1H-imidazol-2-yl}methyl)carbamate C(C)(C)(C)N(C(O)=O)CC=1NC(=CN1)C1=CC=C(C=C1)C(F)(F)F.FC(C1=CC=C(C=C1)C1=CN=C(N1)CN)(F)F